t-heptylperoxymethyl monocarbonate C(OCOOC(C)(C)CCCC)([O-])=O